3,3-difluoro-1'-(4-methoxybenzyl)-5'-methylspiro(cyclobutane-1,3'-pyrrolo[3,2-b]pyridin)-2'(1'H)-one FC1(CC2(C(N(C=3C2=NC(=CC3)C)CC3=CC=C(C=C3)OC)=O)C1)F